(2R,4R)-1-cyano-N-(2-(cyclohexylamino)-2-oxo-1-(pyridin-3-yl)ethyl)-4-hydroxy-N-(4-(perfluoropropan-2-yl)phenyl)pyrrolidine-2-carboxamide C(#N)N1[C@H](C[C@H](C1)O)C(=O)N(C1=CC=C(C=C1)C(C(F)(F)F)(C(F)(F)F)F)C(C(=O)NC1CCCCC1)C=1C=NC=CC1